N(=[N+]=[N-])CC=1C=C(C=CC1)C=1C(=C2C(=NC(=NN2C1)C=1N(C=CN1)C)Cl)C1=CC=CC=C1 6-(3-(Azidomethyl)phenyl)-4-chloro-2-(1-methyl-1H-imidazol-2-yl)-5-phenylpyrrolo[2,1-f][1,2,4]triazine